2-Ethoxy-6-(4-fluoro-3-methylphenyl)-5-(phenylselanyl)-3,4-dihydro-1,2-oxaphosphinine 2-oxide C(C)OP1(OC(=C(CC1)[Se]C1=CC=CC=C1)C1=CC(=C(C=C1)F)C)=O